C(C)(C)C1=C(NC2=C1N=C(S2)C2CCC(CC2)N(C2COC2)C)C=2C=C(C=1N(C2)N=CN1)OC N-(4-(6-isopropyl-5-(8-methoxy-[1,2,4]triazolo[1,5-a]pyridin-6-yl)-4H-pyrrolo[3,2-d]thiazol-2-yl)cyclohexyl)-N-methyloxetan-3-amine